FC1=NC(=CC=C1N1CCC(CC1)CC=1C=C(NC(C1)=O)NC(OCC)=O)C(NC)=O ethyl (4-((1-(2-fluoro-6-(methylcarbamoyl)pyridin-3-yl)piperidin-4-yl)methyl)-6-oxo-1,6-dihydropyridin-2-yl)carbamate